(R)-3-(3-(2-(4,5-Difluoro-1H-pyrrolo[2,3-b]pyridin-3-yl)thiazol-4-yl)phenyl)-3-hydroxy-1-methylpyrrolidin-2-one FC1=C2C(=NC=C1F)NC=C2C=2SC=C(N2)C=2C=C(C=CC2)[C@]2(C(N(CC2)C)=O)O